4-(2-((1-((dimethylamino)methyl)cyclopropyl)methoxy)-4-(2-(2-hydroxyethyl)-1,4-oxazepan-4-yl)-5,8-dihydropyrido[3,4-d]pyrimidin-7(6H)-yl)-5-ethyl-6-fluoronaphthalen-2-ol CN(C)CC1(CC1)COC=1N=C(C2=C(N1)CN(CC2)C2=CC(=CC1=CC=C(C(=C21)CC)F)O)N2CC(OCCC2)CCO